BrC1=CC(=C(C=C1)OC)OCCF 4-bromo-2-(2-fluoroethoxy)-1-methoxybenzene